C(C1=CC=CC=C1)N1C[C@H](CC1)NC(=O)NC1=CC=CC2=CC=CC=C12 (s)-1-(1-benzylpyrrolidine-3-yl)-3-(naphthalen-1-yl)urea